ClC1=C(C(=CC=C1)Cl)/C(/N1C(CC(C1)O)(C)C)=N\NS(=O)(=O)C1=CC=C(C=C1)C N-[(E)-[(2,6-dichlorophenyl)-(4-hydroxy-2,2-dimethyl-pyrrolidin-1-yl)methylene]amino]-4-methyl-benzenesulfonamide